BrC(C1=NN=C2N1C=C(N=C2)C=2C=NC(=CC2)OC(C(C)(F)F)C)(F)F 3-[bromo(difluoro)methyl]-6-[6-(2,2-difluoro-1-methyl-propoxy)-3-pyridyl]-[1,2,4]triazolo[4,3-a]pyrazine